CON1CC(NC(CC(CC=CCCCCCC1=O)C(=O)N(C)C)C(=O)NC)=O methoxy-N5,N7,N7-trimethyl-3,16-dioxo-1,4-diazacyclohexadec-9-ene-5,7-dicarboxamide